CC1=C(C=CC(=C1)C)[B-](C1=C(C=C(C=C1)C)C)(C1=C(C=C(C=C1)C)C)C1=C(C=C(C=C1)C)C.C(CCCCCCCCCCCCCCCCC)[NH+](C)CCCCCCCCCCCCCCCCCC Dioctadecylmethylammonium Tetrakis(2,4-dimethylphenyl)borate